tert-Butyl (3R,4R)-3-fluoro-4-(5-methyl-4-trimethylsilyl-triazol-1-yl)piperidine-1-carboxylate F[C@@H]1CN(CC[C@H]1N1N=NC(=C1C)[Si](C)(C)C)C(=O)OC(C)(C)C